2,5-Dioxopyrrolidin-1-yl 2-(2-{2-[2-({[(9H-fluoren-9-yl)methoxy]carbonyl}amino)acetamido]acetamido}acetamido)acetate C1=CC=CC=2C3=CC=CC=C3C(C12)COC(=O)NCC(=O)NCC(=O)NCC(=O)NCC(=O)ON1C(CCC1=O)=O